3-((2-(dimethylamino)ethyl)(methyl)amino)propionic acid CN(CCN(CCC(=O)O)C)C